(R)-5-chloro-N-(2-(1-cyclopropyl-2-hydroxy-2-methylpropyl)-3-oxoisoindolin-4-yl)-2-methoxy-3-methylisonicotinamide ClC1=CN=C(C(=C1C(=O)NC1=C2C(N(CC2=CC=C1)[C@@H](C(C)(C)O)C1CC1)=O)C)OC